(S)-1-(2-aminopyridin-4-yl)-4-(2,3-dichloro-6-hydroxyphenyl)pyrrolidin-2-one NC1=NC=CC(=C1)N1C(C[C@H](C1)C1=C(C(=CC=C1O)Cl)Cl)=O